C(C1=CC=CC=C1)NC(CC1=CC=C(C=C1)NC(C1=CC(=C(C=C1)OCCN1CCOCC1)Cl)=O)=O N-(4-(2-(benzylamino)-2-oxoethyl)phenyl)-3-chloro-4-(2-morpholinoethoxy)benzamide